C(CCCCCCCCCCCCCCCCC)(=O)OCCCCCC(C)C isooctyl stearate